tris[2-pentyl-(1-aziridinyl)]propionate C(CCCC)C1N(C1)C(CC(=O)[O-])(N1C(C1)CCCCC)N1C(C1)CCCCC